(S)-3-(5-methyl-1-propyl-1,2,5,6-tetrahydropyridin-3-yl)-1H-pyrrolo[2,3-b]pyridine C[C@H]1C=C(CN(C1)CCC)C1=CNC2=NC=CC=C21